C(C)OCOC1=C(C=CC(=C1)C#CC)C1=NN=C(C2=CC=CC=C12)N[C@H]1CN(CCC1)CCS(=O)(=O)C (R)-4-(2-(ethoxymethoxy)-4-(propyn-1-yl)phenyl)-N-(1-(2-(methylsulfonyl)ethyl)piperidin-3-yl)phthalazin-1-amine